(4,4-difluoro-1-piperidinyl)(2-(2-methyl-2H-pyrazolo[3,4-b]pyridin-5-yl)-1,6-naphthyridin-7-yl)methanone FC1(CCN(CC1)C(=O)C1=NC=C2C=CC(=NC2=C1)C1=CC=2C(N=C1)=NN(C2)C)F